Cl.Cl.Cl.Cl.NC=1C=C(C=CC1N)C1=CC(=C(N)C=C1)N 3,3'-diaminobenzidine-4HCl